C(#C)C=1C=C(C=CC1)NC1=NC=NC2=CC(=C(C=C12)F)F 4-[(3-ethynylphenyl)amino]-6,7-difluoroquinazoline